2,2-dibutyl-1,3-propanediol C(CCC)C(CO)(CO)CCCC